C(#N)CC(C)C=1N(C2=CC(=CC(=C2C1C1=CC=C(C(=O)O)C=C1)O)F)C1=CC(=C(C=C1)F)F 4-[2-(2-cyano-1-methyl-ethyl)-1-(3,4-difluorophenyl)-6-fluoro-4-hydroxy-indol-3-yl]benzoic acid